OC1=C(C(=CC=2C3=C(C4=CC(=CC=C4C12)O)C=C(C(=C3)O)O)O)O L-12,3,6,7,10,11-hexahydroxybenzophenanthrene